5-bromo-2-methoxypyrimidine BrC=1C=NC(=NC1)OC